3,4-difluoro-2-[(2-fluoro-4-iodophenyl)amino]Benzoyl fluoride FC=1C(=C(C(=O)F)C=CC1F)NC1=C(C=C(C=C1)I)F